4-fluoro-2-isopropyl-6-(1-methyl-1H-imidazol-5-yl)aniline FC1=CC(=C(N)C(=C1)C1=CN=CN1C)C(C)C